4-(4-ethynylpiperidin-1-yl)butanoic acid C(#C)C1CCN(CC1)CCCC(=O)O